5'-chloro-N-[(3-methoxyphenyl)methyl]-N-methyl-7'-oxo-7',8'-dihydro-6'H-spiro[cyclohexane-1,9'-furo[2,3-f]quinazoline]-2'-carboxamide ClC=1C=C2C(=C3C4(NC(NC13)=O)CCCCC4)OC(=C2)C(=O)N(C)CC2=CC(=CC=C2)OC